FC1=C(OCC2=CC=C(C=C2)C=2N=C(N3C2C=NC=C3)[C@H]3N(CCC3)C(C#CC)=O)C=CC=C1OC (S)-1-(2-(1-(4-((2-fluoro-3-methoxyphenoxy)methyl)phenyl)imidazo[1,5-a]pyrazin-3-yl)pyrrolidin-1-yl)but-2-yn-1-one